COC=1C(=C2C=CN(C2=C(C1)C)C(=O)OC(C)(C)C)CN1[C@@H](C[C@H](CC1)N1C(CCC1)=O)C1=CC=C(C=C1)C(=O)OC tert-butyl 5-methoxy-4-(((2S,4S)-2-(4-(methoxycarbonyl)phenyl)-4-(2-oxopyrrolidin-1-yl)piperidin-1-yl)methyl)-7-methyl-1H-indole-1-carboxylate